Cl.COC=1C=C2C(=CC=NC2=CC1OC)OC1=C(C=C(N)C=C1)F 4-((6,7-dimethoxyquinolin-4-yl)oxy)-3-fluoroaniline hydrochloride